4-[(5RS)-5-(5-Chloro-α,α,α-trifluoro-m-tolyl)-4,5-dihydro-5-(trifluoromethyl)-1,2-oxazol-3-yl]-N-[2-oxo-2-(2,2,2-trifluoroethylamino)ethyl]naphthalene-1-carboxamide ClC=1C=C(C=C(C1)C(F)(F)F)[C@]1(CC(=NO1)C1=CC=C(C2=CC=CC=C12)C(=O)NCC(NCC(F)(F)F)=O)C(F)(F)F |r|